(1r,3r)-3-(cyanoamino)-N-[4-fluoro-3-(piperidin-1-yl)phenyl]cyclobutane-1-carboxamide C(#N)NC1CC(C1)C(=O)NC1=CC(=C(C=C1)F)N1CCCCC1